ClC=1N=C(C=2N=C(N=C(C2N1)NCC)NCCC)NCC 6-Chloro-N4,N8-diethyl-N2-propyl-pyrimido[5,4-d]pyrimidine-2,4,8-triamine